FC(C=1C=C(C=C(C1)C(F)(F)F)OB([O-])[O-])(F)F [3,5-bis(trifluoromethyl) phenyl]-borate